4-(5-((1-(4-(Difluoromethyl)phenyl)-4-methyl-1H-1,2,3-triazol-5-yl)methoxy)pyrazine-2-yl)piperazin-2-one FC(C1=CC=C(C=C1)N1N=NC(=C1COC=1N=CC(=NC1)N1CC(NCC1)=O)C)F